C(C)(C)(C)OC(=O)N[C@@H](C)C1=C(N=C(O1)C1=CC(=C(C=C1)OC(F)F)OCC1CC1)CNC(=O)C=1C(=C(C(=O)OC)C=CC1)F methyl (S)-3-(((5-(1-((tert-butoxycarbonyl) amino) ethyl)-2-(3-(cyclopropylmethoxy)-4-(difluoromethoxy) phenyl) oxazol-4-yl) methyl) carbamoyl)-2-fluorobenzoate